2-Amino-N,N-dimethyl-3-phenylpropanamide hydrochloride CN(C)C(=O)C(CC1=CC=CC=C1)N.Cl